ClC1=C2C(=NC=C1C1=CC=C(C=C1)S(=O)(=O)C)NCC21CCCC1 4'-Chloro-5'-(4-(methylsulfonyl)phenyl)-1',2'-dihydrospiro[cyclopentane-1,3'-pyrrolo[2,3-b]pyridin]